FC(C1=CC=C(C=C1)N1C=2N(CC(=C1)C(=O)OCC)N=CN2)(F)F ethyl 4-(4-(trifluoromethyl) phenyl)-4,7-dihydro-[1,2,4]triazolo[1,5-a]pyrimidine-6-carboxylate